Cl.FC=1C(=C2C=CN=CC2=CC1)CNC1CCC1 N-((6-fluoroisoquinolin-5-yl)methyl)cyclobutane-1-amine hydrochloride